2-[4-(3,5-difluorophenyl)-6-oxo-3-propan-2-ylpyridazin-1-yl]-N-(5-fluoropyrimidin-2-yl)acetamide FC=1C=C(C=C(C1)F)C=1C(=NN(C(C1)=O)CC(=O)NC1=NC=C(C=N1)F)C(C)C